1-(3-(tert-butyl)-1-phenyl-1H-pyrazol-5-yl)-3-(2-(methylthio)-4-((7-keto-7,8-dihydropteridin-4-yl)oxy)phenyl)urea C(C)(C)(C)C1=NN(C(=C1)NC(=O)NC1=C(C=C(C=C1)OC1=NC=NC=2NC(C=NC12)=O)SC)C1=CC=CC=C1